N,N-dihydroxyethylalanine ON([C@@](C)(C(=O)O)CC)O